NC1=C(C(=NN1CC)C(=O)NC=1C(=NC=C(C1)NC(CC1=CC=C(C=C1)OC(F)(F)F)=O)F)C(=O)N 5-amino-1-ethyl-N3-(2-fluoro-5-(2-(4-(trifluoromethoxy)phenyl)acetamido)pyridin-3-yl)-1H-pyrazole-3,4-dicarboxamide